rac-(5R)-5-(1-Methylpyrazol-4-yl)-N-[rac-(6S)-4-methyl-5-oxo-7,8-dihydro-6H-pyrazolo[1,5-a][1,3]diazepin-6-yl]-5,6,7,8-tetrahydro-[1,2,4]triazolo[1,5-a]pyridin-2-carboxamid CN1N=CC(=C1)[C@H]1CCCC=2N1N=C(N2)C(=O)N[C@@H]2C(N(C=1N(CC2)N=CC1)C)=O |r|